2,6-di-tert-butyl-4-((4-((4-methylpentan-2-yl)amino)phenyl)imino)cyclohexa-2,5-dien-1-one C(C)(C)(C)C=1C(C(=CC(C1)=NC1=CC=C(C=C1)NC(C)CC(C)C)C(C)(C)C)=O